trans-5-(azetidin-3-yl)-2-[3-(trifluoromethyl)cyclobutyl]pyridine N1CC(C1)C=1C=CC(=NC1)[C@@H]1C[C@H](C1)C(F)(F)F